IC1=C(C(=O)N)C=CC=C1 2-Iodobenzamide